Cl.FC1=CC=C(C=C1)S(=O)(=O)C12C(CCC=3C=C(C=NC13)C(C(F)(F)F)(C(F)(F)F)F)N(CC2)C(=O)C21CCC(CC2)(CC1)C(=O)O 4-(9a-((4-fluorophenyl)sulfonyl)-3-(perfluoropropan-2-yl)-6,6a,7,8,9,9a-hexahydro-5H-pyrrolo[2,3-H]quinoline-7-carbonyl)bicyclo[2.2.2]octane-1-carboxylic acid hydrochloride